ClC1=C(N)C=C(C(=C1)OC(C(C(F)(F)F)F)(F)F)Cl 2,5-dichloro-4-hexafluoropropoxyaniline